6-bromo-3,4-dihydro-2H-benzo[b][1,4]oxazin-2-one BrC1=CC2=C(OC(CN2)=O)C=C1